(R)-2,2-difluoro-1-phenylethan-1-amine FC([C@H](N)C1=CC=CC=C1)F